5-(1,1-dimethylheptyl)-2-[(1R,3S)-3-hydroxycyclohexyl]-phenol CC(CCCCCC)(C)C=1C=CC(=C(C1)O)[C@H]1C[C@H](CCC1)O